ClN1C(CN(CC1)CCC)C1=CC=CC=C1 N-chlorophenyl-N'-propyl-piperazine